3-sulfhydryl-2-methyl-valeraldehyde SC(C(C=O)C)CC